C1=CC=CC=2C3=CC=CC=C3C(C12)COC(=O)N1[C@@H](C[C@H](C1)OCCOC1OCCCC1)C(=O)O (2s,4r)-1-(((9H-fluoren-9-yl)methoxy)carbonyl)-4-(2-((tetrahydro-2H-pyran-2-yl)oxy)ethoxy)pyrrolidine-2-carboxylic acid